FC1=CC(=NC=C1)C=1C(=NN(C1C)C)C(=O)O 4-(4-Fluoropyridin-2-yl)-1,5-dimethyl-1H-pyrazole-3-carboxylic acid